thieno[2',3':4,5]pyrrolo[3,2,1-jk]carbazole C1=C2C=3C=CC=CC3N3C2=C(C=C1)C1=C3C=CS1